OC[C@H](NC1=CC=CC=C1)C(=O)O anti-β-hydroxyphenyl-alanine